[Si](C)(C)(C(C)(C)C)O[C@@H]1[C@H](O[C@H]([C@@H]1OC)N1C(NC(C=C1)=O)=O)CC(N)=NO 2-((2R,3R,4R,5R)-3-((tert-butyldimethylsilyl)oxy)-5-(2,4-dioxo-3,4-dihydropyrimidin-1(2H)-yl)-4-methoxytetrahydrofuran-2-yl)-N'-hydroxyacetimidamide